C(C1=CC=CC=C1)NC(N(C1=NC=C(C=C1)C=1C=NN(C1)C)[C@@H]1CC[C@H](CC1)NC1=NC=C(C(=N1)N1CC(CC1)CO)C#N)=O 3-benzyl-1-(trans-4-((5-cyano-4-(3-(hydroxymethyl)-pyrrolidin-1-yl)pyrimidin-2-yl)amino)cyclohexyl)-1-(5-(1-methyl-1H-pyrazol-4-yl)pyridin-2-yl)-urea